C(#N)C=1C=C(C=NC1)C=1C=2N(C(=NC1)NCC1=C(C=CC3=C1CCO3)F)C=C(N2)C#N 8-(5-cyanopyridin-3-yl)-5-(((5-fluoro-2,3-dihydrobenzofuran-4-yl)methyl)amino)imidazo[1,2-c]pyrimidine-2-carbonitrile